N-(1-(3,3-difluorocyclobutyl)-1H-benzo[d][1,2,3]triazol-6-yl)-4-iodo-2-(6-azaspiro[2.5]oct-6-yl)benzamide FC1(CC(C1)N1N=NC2=C1C=C(C=C2)NC(C2=C(C=C(C=C2)I)N2CCC1(CC1)CC2)=O)F